bisphenol A bisglycidyl-methacrylate methyl-(S)-2-((S)-2-((methoxycarbonyl)amino)-3,3-dimethylbutanoyl)-2-azaspiro[4.5]decane-3-carboxylate COC(=O)[C@H]1N(CC2(C1)CCCCC2)C([C@H](C(C)(C)C)NC(=O)OC)=O.C(C2CO2)C(=C(C(=O)O)C)CC2CO2.OC2=CC=C(C=C2)C(C)(C)C2=CC=C(C=C2)O